[3-(cyclopropylmethoxy)[1,4'-bipiperidine]-1'-yl](2-{[(1S)-1-(3-fluoropyridin-2-yl)ethyl]amino}-1,3-thiazol-5-yl)methanone C1(CC1)COC1CN(CCC1)C1CCN(CC1)C(=O)C1=CN=C(S1)N[C@@H](C)C1=NC=CC=C1F